DIBROMoFUMARAT Br\C(=C(/C(=O)[O-])\Br)\C(=O)[O-]